C1(CCC1)N1C(=NC2=NC(=NC(=C12)N1C[C@](CCC1)(C)O)OC[C@@H]1CCC(N1C)=O)C(=O)C1=CC(=CC2=CC=C(C(=C12)C#C)F)O (5S)-5-[({7-Cyclobutyl-8-(8-ethynyl-7-fluoro-3-hydroxynaphthalene-1-carbonyl)-6-[(3R)-3-hydroxy-3-methylpiperidin-1-yl]-7H-purin-2-yl}oxy)methyl]-1-methylpyrrolidin-2-one